C1(CC1)NC(C([C@H](CCC(C)(F)F)NC(=O)[C@H]1N(C[C@@H](C1)OC(F)(F)F)C([C@H](C(C)(C)C)NC(OC)=O)=O)=O)=O Methyl ((S)-1-((2S,4R)-2-(((S)-1-(cyclopropylamino)-6,6-difluoro-1,2-dioxoheptan-3-yl)carbamoyl)-4-(trifluoromethoxy)pyrrolidin-1-yl)-3,3-dimethyl-1-oxobutan-2-yl)carbamate